4-methyl-N,N-dioctadecylbenzenaminium CC1=CC=C(C=C1)[NH+](CCCCCCCCCCCCCCCCCC)CCCCCCCCCCCCCCCCCC